C(C)C=1C=C2C[C@H]([C@@H](NC2=CC1)C)O trans-6-Ethyl-2-methyl-3-hydroxy-1,2,3,4-tetrahydroquinoline